O1C(=CC2=C1C=CC=C2)C=2C=C(OC2)C(CCC(=O)O)=O 4-(4-(benzofuran-2-yl)furan-2-yl)-4-oxobutanoic acid